C1=CC(=CC=2SC3=C(C21)C=CC=C3)NC=3C=CC2=C(SC1=C2C=CC=C1)C3 bis(dibenzo[b,d]thiophen-3-yl)amine